4-(4,5-dichloro-1H-indole-2-carbonyl)-1-methyl-piperazin-2-one ClC1=C2C=C(NC2=CC=C1Cl)C(=O)N1CC(N(CC1)C)=O